5'-(4-cyclopropyl-2-mercapto-1H-imidazole-1-yl)spiro[cyclopropane-1,1'-isoindole] C1(CC1)C=1N=C(N(C1)C=1C=C2C=NC3(C2=CC1)CC3)S